C(CCC)/C(/C(=O)[O-])=C/C(=O)[O-].C(CCC)/C(/C(=O)[O-])=C/C(=O)[O-].C(CCC)[Sn+4]CCCC dibutyl-tin bis(monobutyl maleate)